tert-butyl (3R)-3-[2-(difluoromethyl)-3,4-dimethyl-5,7-dihydropyrrolo[3,4-b]pyridine-6-carbonyl]pyrrolidine-1-carboxylate FC(C1=C(C(=C2C(=N1)CN(C2)C(=O)[C@H]2CN(CC2)C(=O)OC(C)(C)C)C)C)F